C(C1=CC=CC=C1)OC1=CC=CC(=N1)C1=CC(=C(C=C1C)CC=1N(C2=C(N1)C=CC(=C2)C(=O)OC)C[C@H]2OCC2)F methyl 2-[[4-(6-benzyloxy-2-pyridyl)-2-fluoro-5-methyl-phenyl]methyl]-3-[[(2S)-oxetan-2-yl]methyl]benzimidazole-5-carboxylate